tert-Butyldimethyl-((4-((4-nitrophenoxy)methyl)benzyl)oxy)silane C(C)(C)(C)[Si](OCC1=CC=C(C=C1)COC1=CC=C(C=C1)[N+](=O)[O-])(C)C